Ethyl (R)-2-(3-(2-(2-fluoro-5-((6-fluoro-4-(methylsulfonyl)-1H-indol-5-yl)oxy)phenyl)oxazol-4-yl)-3-methyl-2,3-dihydrobenzofuran-7-yl)acetate FC1=C(C=C(C=C1)OC=1C(=C2C=CNC2=CC1F)S(=O)(=O)C)C=1OC=C(N1)[C@@]1(COC2=C1C=CC=C2CC(=O)OCC)C